(S)-N-(6-(2-chloro-5-fluorophenyl)-3-(2,2-difluoroethyl)-2-methyl-8-oxo-2,6,7,8-tetrahydropyrrolo[3,4-g]indazol-5-yl)benzo[d]isothiazole-3-carboxamide ClC1=C(C=C(C=C1)F)[C@H]1NC(C2=C1C(=CC1=C(N(N=C21)C)CC(F)F)NC(=O)C2=NSC1=C2C=CC=C1)=O